C1(CC1)OC=1C(=NC=C(C1)C1CC1)N1CCNCC1 1-(3-Cyclopropoxy-5-cyclopropylpyridin-2-yl)piperazine